O=C1NC(CCC1C1=NN(C2=CC=CC=C12)CC(=O)NCC1=CN=CN1C)=O 2-(3-(2,6-dioxopiperidin-3-yl)-1H-indazol-1-yl)-N-((1-methyl-1H-imidazol-5-yl)-methyl)acetamide